FC=1C=C(C=C(C1OC(F)(F)F)F)B(O)O 3,5-difluoro-4-trifluoromethoxybenzeneboronic acid